CN1C[C@@H](OCC1)COC1=CC=2N(C=C1)C(=CN2)C2=CC(=NC=N2)NCC2=CC=C(C=C2)C2=NN(N=C2)C {6-[7-((R)-4-methyl-morpholin-2-ylmethoxy)-imidazo[1,2-a]pyridin-3-yl]-pyrimidin-4-yl}-[4-(2-methyl-2H-[1,2,3]triazol-4-yl)-benzyl]-amine